C1NCCC2=CC=C(C=C12)OC1=C2C(=NC=C1)NC=C2C2=CC(=NC=C2)NCC=2SC=CN2 4-(4-((1,2,3,4-Tetrahydroisochinolin-7-yl)oxy)-1H-pyrrolo[2,3-b]pyridin-3-yl)-N-(thiazol-2-ylmethyl)pyridin-2-amin